1-(1-dodecyl)-2-methylpyridinium C(CCCCCCCCCCC)[N+]1=C(C=CC=C1)C